7-(4-(4-fluorophenoxy)piperidin-1-yl)-8-methyl-4H-pyrimido[1,2-b]pyridazin-4-one FC1=CC=C(OC2CCN(CC2)C=2C(=CC=3N(N2)C(C=CN3)=O)C)C=C1